Cl.CS(=O)(=O)CCN 2-(methylsulfonyl)ethylamine hydrochloride